C(C)OC(C)N1N=C(C=2C1=NC=C(C2)C(=O)OC)C2=CC(=NC=C2)C methyl 1-(1-ethoxyethyl)-3-(2-methylpyridin-4-yl)-1H-pyrazolo[3,4-b]pyridine-5-carboxylate